1-(5-(5-hydroxy-6-methoxypyridin-3-yl)pyrazolo[1,5-A]pyridin-2-yl)-3-(2-phenoxyethyl)urea OC=1C=C(C=NC1OC)C1=CC=2N(C=C1)N=C(C2)NC(=O)NCCOC2=CC=CC=C2